2-(4-(3-((6-(3-(2-ethoxyphenoxy)phenyl)pyrazin-2-yl)amino)-3-oxopropyl)phenyl)acetic acid C(C)OC1=C(OC=2C=C(C=CC2)C2=CN=CC(=N2)NC(CCC2=CC=C(C=C2)CC(=O)O)=O)C=CC=C1